4-{3-[2-chloro-3-(2-hydroxyethyl)-1-(toluene-4-sulfonyl)-1H-pyrrolo[2,3-b]pyridin-5-yl]phenyl}morpholin-3-one ClC1=C(C=2C(=NC=C(C2)C=2C=C(C=CC2)N2C(COCC2)=O)N1S(=O)(=O)C1=CC=C(C)C=C1)CCO